O1CCN(CC1)CC(=O)OC1=C(C=CC=C1)\N=N\C=1C(=NC(=CC1)NC(CNC(=O)OC(C)(C)C)=O)N (E)-2-((2-amino-6-(2-((tert-butoxycarbonyl)amino) acetamido)pyridin-3-yl)diazenyl)phenyl 2-morpholinoacetate